C(CCC)OC(COC1=CC(=C(C=C1[N+](=O)[O-])[N+](=O)[O-])F)=O 3-fluoro-4,6-dinitrophenoxyacetic acid butyl ester